(Cyclopentadienyl)Cobalt C1(C=CC=C1)[Co]